C(N)(=O)C1(CCN(CC1)C(=O)OC(C)(C)C)CC=1C=NC=CC1 tert-butyl 4-carbamoyl-4-(pyridin-3-ylmethyl)piperidine-1-carboxylate